C(C1=CC=CC=C1)OC(=O)NC1CC(C1)N(C1CCN(CC1)C(=O)OC(C)(C)C)C1CC1 tert-butyl 4-[[3-(benzyloxycarbonylamino)cyclobutyl]-cyclopropyl-amino]piperidine-1-carboxylate